sodium phosphonobutanetricarboxylate P(=O)(O)(O)C(C(C(=O)[O-])(C(=O)[O-])C(=O)[O-])CC.[Na+].[Na+].[Na+]